2,5,5-trimethyl-1,2,3,4,4a,5,6,7-octahydro-2-naphthol CC1(CC2=CCCC(C2CC1)(C)C)O